Methyl 1-(1-((2-hydroxyethyl)amino)ethyl)cyclopropane-1-carboxylate OCCNC(C)C1(CC1)C(=O)OC